ClC1=C(C(=C(C=C1)C=1C2=C(N=C(N1)[C@@H]1C[C@@H](OCC1)C=1C=NN(C1)C1CC1)N=C(C=C2)C)F)F 4-(4-chloro-2,3-difluorophenyl)-2-((2R,4S)-2-(1-cyclopropyl-1H-pyrazol-4-yl)tetrahydro-2H-pyran-4-yl)-7-methylpyrido[2,3-d]pyrimidine